3-FLUORO-N-(4-(1-(3-HYDROXY-3-METHYL-BUTANOYL)PIPERIDIN-4-YL)PHENYL)-5,7-DIHYDRO-6H-PYRROLO[3,4-B]PYRIDINE-6-CARBOXAMIDE FC=1C=C2C(=NC1)CN(C2)C(=O)NC2=CC=C(C=C2)C2CCN(CC2)C(CC(C)(C)O)=O